ClC1=C(C=CC=C1)N=C=S 2-chlorophenyl isothiocyanate